C(C)(C)(C)OC(=O)N1C(C[C@H](C1)O)C1=C(C(=CC(=C1)F)F)O.BrC=1C=C(C=NC1NC1=CC=C(C=C1)OC)C(=O)N1CCCCC1 (5-bromo-6-((4-methoxyphenyl)amino)pyridin-3-yl)(piperidin-1-yl)methanone tert-butyl-(4R)-2-(3,5-difluoro-2-hydroxyphenyl)-4-hydroxypyrrolidine-1-carboxylate